ClC1=CC=C(C=C1)C1=NC(=NC(=C1)N1CCN(CC1)S(=O)(=O)C1CC1)C=1C=NC=CC1 (4-chlorophenyl)-6-(4-(cyclopropylsulfonyl)piperazin-1-yl)-2-(pyridin-3-yl)pyrimidine